(1R,2S,3R,5R)-3-[4-(Methylamino)pyrrolo[2,3-d]pyrimidin-7-yl]-5-({2-[(2-phenylethyl)amino]ethoxy}methyl)cyclopentane-1,2-diol CNC=1C2=C(N=CN1)N(C=C2)[C@H]2[C@@H]([C@@H]([C@H](C2)COCCNCCC2=CC=CC=C2)O)O